N-(6-(dimethylamino)hexyl)-4-[123I]iodobenzamide CN(CCCCCCNC(C1=CC=C(C=C1)[123I])=O)C